FC(CN1N=CC(=C1)NC1=NC(=C2C(=N1)NN=C2SC)N[C@H]2CN(CC[C@H]2C)C(C=C)=O)F 1-((3R,4R)-3-((6-((1-(2,2-difluoroethyl)-1H-pyrazol-4-yl)amino)-3-(methylthio)-1H-pyrazolo[3,4-d]pyrimidin-4-yl)amino)-4-methylpiperidin-1-yl)prop-2-en-1-one